The molecule is the monocarboxylic acid anion obtained by removal of a proton from the carboxylic acid group of (8E,10S,12Z,15Z)-10-hydroperoxyoctadeca-8,12,15-trienoic acid. It is a conjugate base of an (8E,10S,12Z,15Z)-10-hydroperoxyoctadeca-8,12,15-trienoic acid. CC/C=C\\C/C=C\\C[C@@H](/C=C/CCCCCCC(=O)[O-])OO